C1(=CC=CC=C1)S(=O)(=O)NC(CC1=CC(=CC=C1)C(N)=N)C=1SC2=C(N1)C=CC(=C2)OCCNC(OC(C)(C)C)=O tert-butyl N-[2-[[2-[1-(benzenesulfonamido)-2-(3-carbamimidoylphenyl)ethyl]-1,3-benzothiazol-6-yl]oxy]ethyl]carbamate